4-((3'R,4'S,5'R)-6''-chloro-4'-(3-chloro-2-fluorophenyl)-2''-oxodispiro[cyclohexane-1,2'-pyrrolidine-3',3''-indoline]-5'-carboxamido)bicyclo[2.2.2]octane-1-carboxylic acid ClC1=CC=C2[C@@]3(C(NC2=C1)=O)C1(N[C@H]([C@@H]3C3=C(C(=CC=C3)Cl)F)C(=O)NC32CCC(CC3)(CC2)C(=O)O)CCCCC1